NC=1C=C2C(=C3C(NC(C13)(O)C1=C(C=CC(=C1)F)Cl)=O)OCS(N2)(=O)=O 6-amino-7-(2-chloro-5-fluorophenyl)-7-hydroxy-7,8-dihydro-2H-[1,3,4]oxathiazino[6,5-e]isoindol-9(4H)-one 3,3-dioxide